ClC(C(CCl)=O)Cl 1,1,3-trichloropropan-2-one